C(C1=CC=CC=C1)SC1=CN=C(S1)[C@@H]1C([C@H]1C(=O)OC(C)(C)C)(C)C tert-Butyl trans-3-[5-(benzylsulfanyl)-1,3-thiazol-2-yl]-2,2-dimethylcyclopropanecarboxylate